n-butyl-ammonium nitrate [N+](=O)([O-])[O-].C(CCC)[NH3+]